N[C@H]1CN(CCC1)C(=O)C1=CC2=C(N(C(=N2)C=2N(C3=CC=CC=C3C2)CC)C)C(=C1)OCCCO (R)-(3-Aminopiperidin-1-yl)(2-(1-ethyl-1H-indol-2-yl)-7-(3-hydroxypropoxy)-1-methyl-1H-benzo[d]imidazol-5-yl)methanon